FC(C(=C)B(O)O)(F)F ALPHA-(TRIFLUOROMETHYL)ETHENYL-BORONIC ACID